FC=1C=C2C(=CNC2=CC1)NC(=O)N1CC2=CC=C(C=C2CC1)C1=CC=CC=C1 N-(5-fluoro-1H-indol-3-yl)-6-phenyl-3,4-dihydroisoquinoline-2(1H)-carboxamide